CC1=CC=C(C=C1)S(=O)(=O)OC(CC(CO)(F)F)C1=NN(C2=CC=CC(=C12)Cl)C1OCCCC1 [1-(4-chloro-1-tetrahydropyran-2-yl-indazol-3-yl)-3,3-difluoro-4-hydroxy-butyl] 4-methylbenzenesulfonate